[Li+].BrC1=NN(C2=C1C=NC(=C2)C(=O)[O-])CSC 3-bromo-1-(methylsulfanyl-methyl)pyrazolo[4,3-c]pyridine-6-carboxylic acid lithium salt